(E)-9,11-Dodecadienyl hexanoate C(CCCCC)(=O)OCCCCCCCC\C=C\C=C